[Si](C)(C)(C(C)(C)C)OC[C@]1(O[C@H]([C@H]2[C@@H]1OC(O2)(C)C)C2=CC(=C1C(=NC=NN12)CC(=O)N)F)C#N (7-((3aS,4S,6R,6aS)-6-(((tert-butyldimethylsilyl)oxy)methyl)-6-cyano-2,2-dimethyltetrahydrofurano[3,4-d][1,3]dioxolan-4-yl)-5-fluoropyrrolo[2,1-f][1,2,4]triazin-4-yl)acetamide